CC1(OCC(O1)CO)C 1,2-isopropylideneglycerol